methyl (1r,2'S,4S)-4-(3-chloroanilino)-2'-(3-hydroxypropyl)-2',3'-dihydrospiro[cyclohexane-1,1'-indene]-4-carboxylate ClC=1C=C(NC2(CCC3([C@H](CC4=CC=CC=C34)CCCO)CC2)C(=O)OC)C=CC1